N1CCC2(CC1)[C@H](C=1C(=NC=CC1)C2)N[S@](=O)C(C)(C)C (R)-N-((R)-5,7-dihydrospiro[cyclopenta[b]pyridin-6,4'-piperidin]-5-yl)-2-methylpropan-2-sulfinamide